1-[2-(3-fluoroazetidin-1-yl)ethyl]-6-[2-methyl-3-(trifluoromethyl)phenyl]-3H-imidazo[4,5-b]pyridin-2-one FC1CN(C1)CCN1C(NC2=NC=C(C=C21)C2=C(C(=CC=C2)C(F)(F)F)C)=O